[Na+].SCCCS(=O)(=O)[O-] 3-mercaptopropanesulfonic acid sodium salt